Cl.Cl.C1CN(CCC12CCNCC2)CCOCCOCCOCCNC2=C1CN(C(C1=CC=C2)=O)C2C(NC(CC2)=O)=O 3-[4-(12-{3,9-diazaspiro[5.5]undecan-3-yl}-4,7,10-trioxa-1-azadodecan-1-yl)-1-oxo-2,3-dihydro-1H-isoindol-2-yl]piperidine-2,6-dione dihydrochloride